C1(CC1)OC=1C=CC=2N(C1)N=CC2C2CCN(CC2)C(=O)OCC=2N=COC2 oxazol-4-ylmethyl 4-(6-cyclopropoxypyrazolo[1,5-a]pyridin-3-yl)piperidine-1-carboxylate